COC(=O)C=1C=CC(=C2C=NN(C12)CC1=CC=C(C=C1)N1N=CC=C1)C#CC (4-(1H-pyrazol-1-yl)benzyl)-4-(propan-1-yn-1-yl)-1H-indazole-7-carboxylic acid methyl ester